NC(CCN1C2=CC=C(C=C2C=2C=C(C(=CC12)C(=O)O)F)N1C=NC=C1)=O 9-(3-amino-3-oxopropyl)-3-fluoro-6-(1H-imidazol-1-yl)-9H-carbazole-2-carboxylic acid